NC=1C2=C(N=CN1)N(C=C2C2=NOC(=C2C2=NC=C(C=N2)C2CCN(CC2)C(=O)OC(C)(C)C)C2CC2)C(C)(C)C tert-butyl 4-(2-(3-(4-amino-7-(tert-butyl)-7H-pyrrolo[2,3-d]pyrimidin-5-yl)-5-cyclopropylisoxazol-4-yl)pyrimidin-5-yl)piperidine-1-carboxylate